O1CCC(=CC1)C1=C(C2=C(C=3C(=NN(C3C=C2)C2OCCCC2)F)CCC1)C1=CC=C(C=C1)N1CCC(CC1)C(OC)OC 7-(3,6-dihydro-2H-pyran-4-yl)-6-(4-(4-(dimethoxymethyl)piperidin-1-yl)phenyl)-1-fluoro-3-(tetrahydro-2H-pyran-2-yl)-3,8,9,10-tetrahydrocyclohepta[e]indazole